1-methylisoquinolin-7-ol CC1=NC=CC2=CC=C(C=C12)O